pyrimidine-6-yl-pentane-1,2-diol N1=CN=CC=C1C(C(CCC)O)O